FC=1C=C2C(=CNC(C2=CC1F)=O)C(C)N(C(=O)C1=NC2=C(N1)C=C(C(=C2)F)F)C N-(1-(6,7-Difluoro-1-oxo-1,2-dihydroisoquinolin-4-yl)ethyl)-5,6-difluoro-N-methyl-1H-benzo[d]imidazole-2-carboxamide